C(=O)(O)C(CC[C@H](NCCCCCCCCCCCCCCCCCC[N-]CCCCCCCCCCCCCCCCCC)C(=O)O)NC(N)=N 5-carboxy-arginino-dioctadecyl-amide